(R)-8-chloro-4-(4,4-diethyl-2-imino-6-oxotetrahydropyrimidin-1(2H)-yl)-N-((S)-2,2-dimethylchroman-4-yl)chromane-6-carboxamide ClC=1C=C(C=C2[C@@H](CCOC12)N1C(NC(CC1=O)(CC)CC)=N)C(=O)N[C@H]1CC(OC2=CC=CC=C12)(C)C